C(#N)C=1N(C2=CC=CC(=C2C1)N[C@H]1[C@H](CN(CC1)C(=O)OC(C)(C)C)F)CC(F)(F)F tert-butyl (3S,4R)-4-((2-cyano-1-(2,2,2-trifluoroethyl)-1H-indol-4-yl)amino)-3-fluoropiperidine-1-carboxylate